1-(4-(2-((1-(1-methoxy-2-methylpropan-2-yl)-1H-pyrazol-4-yl)amino)pyrimidin-4-yl)phenyl)imidazolidin-2-one COCC(C)(C)N1N=CC(=C1)NC1=NC=CC(=N1)C1=CC=C(C=C1)N1C(NCC1)=O